3-methoxy-5-(1H-imidazol-1-yl)benzenamine COC=1C=C(C=C(C1)N1C=NC=C1)N